(biphenyl-4-yl)-(4-naphthalen-2-yl-phenyl)-[1,1':2',1'':4'',1''':4''',1'''']-quinquephenyl-5'-yl-amine C1(=CC=C(C=C1)N(C1=CC=C(C(=C1)C1=CC=CC=C1)C1=CC=C(C=C1)C1=CC=C(C=C1)C1=CC=CC=C1)C1=CC=C(C=C1)C1=CC2=CC=CC=C2C=C1)C1=CC=CC=C1